2-(4-(4,4,5,5-tetramethyl-1,3,2-dioxaborolan-2-yl)-1H-pyrazol-1-yl)ethyl methanesulfonate CS(=O)(=O)OCCN1N=CC(=C1)B1OC(C(O1)(C)C)(C)C